BrC1=CC(=CC=2SC(=CC21)C(=O)OC)OC(C)C methyl 4-bromo-6-isopropoxybenzo[b]thiophene-2-carboxylate